(S)-2-((4-(6-((benzo[d]isoxazol-3-yl)methoxy)pyridine-2-yl)piperidin-1-yl)methyl)-1-((oxetan-2-yl)methyl)-1H-benzo[d]imidazole-6-carboxylic acid methyl ester COC(=O)C=1C=CC2=C(N(C(=N2)CN2CCC(CC2)C2=NC(=CC=C2)OCC2=NOC3=C2C=CC=C3)C[C@H]3OCC3)C1